isopropyl (2R,3S,5S)-5-(difluoromethyl)-3-(ethylsulfonamido)-2-((((1S,3S,6R)-6-(5-fluoropyrimidin-2-yl)bicyclo[4.1.0]heptan-3-yl)oxy)methyl)pyrrolidine-1-carboxylate FC([C@@H]1C[C@@H]([C@@H](N1C(=O)OC(C)C)CO[C@@H]1C[C@@H]2C[C@@]2(CC1)C1=NC=C(C=N1)F)NS(=O)(=O)CC)F